C(C)OC(CC\C=C/C\C=C/C\C=C/C\C=C/C\C=C/C\C=C/CC)=O (4z,7z,10z,13z,16z,19z)-docosa-4,7,10,13,16,19-hexaenoic acid ethyl ester